ClC=1C=C(C=C(C1)Cl)C1(CC(=NO1)C1=CC(=C(C(=O)NC2=CSC=C2)C=C1)C)C(F)(F)F 4-[5-(3,5-dichlorophenyl)-5-(trifluoromethyl)-4H-isoxazol-3-yl]-2-methyl-N-(thiophen-3-yl)benzamide